CN1N=NN=C1C(C1=CC=CC=C1)=NOCC1=CC=CC(=N1)NC(OC(C)(C)C)=O tert-butyl {6-[({[(1-methyl-1H-tetrazol-5-yl)(phenyl)methylene]-amino}oxy)methyl]pyridin-2-yl}carbamate